2-hydroxy-3-acryloxypropyl-triethyl-ammonium chloride [Cl-].OC(C[N+](CC)(CC)CC)COC(C=C)=O